BrC=1C(=NC=CC1)CC1N(C(C2=CC=CC=C12)=O)CC1=NC=C(C(=C1)O)[N+](=O)[O-] 3-((3-bromopyridin-2-yl)methyl)-2-((4-hydroxy-5-nitropyridin-2-yl)methyl)isoindolin-1-one